N(C1=CC=CC=C1)C=1C=2N(C=C(N1)C=1C=C(C=CC1)NC(C1=CC=C(C=C1)C(C)(C)C)=O)C=CN2 N-[3-(8-anilinoimidazo[1,2-a]pyrazin-6-yl)phenyl]-4-tert-butylbenzamide